L-leucyl-L-leucine O-methyl ester COC([C@@H](NC([C@@H](N)CC(C)C)=O)CC(C)C)=O